C(C)(C)C1CCN(CC1)C1=CC=C(N=N1)C1(CCC(CC1)N)N 1-(6-(4-isopropylpiperidin-1-yl)pyridazin-3-yl)cyclohexane-1,4-diamine